sodium potassium titanium(IV) biscatecholate monocitrate C(CC(O)(C(=O)O)CC(=O)[O-])(=O)[O-].C=1([O-])C([O-])=CC=CC1.C=1([O-])C([O-])=CC=CC1.[Ti+4].[K+].[Na+]